FC(=C[C@@H]1CC(N(C1)C(C(=O)N)CC)=O)F 2-[(4S)-4-(2,2-difluorovinyl)-2-oxopyrrolidin-1-yl]butanamide